ClC1=C(C=C(OCC(=O)NC23CC(C2)(C3)C(=O)NCC(C)(O)C3=CC=C(C=C3)Cl)C=C1)F 3-[2-(4-chloro-3-fluorophenoxy)acetamido]-N-[2-(4-chlorophenyl)-2-hydroxypropyl]bicyclo[1.1.1]pentane-1-carboxamide